CSC12C3C=CC(C1(C(=O)OC2=O)N)C3 2-methylthio-3-aminobicyclo[2.2.1]-5-heptene-2,3-dicarboxylic acid anhydride